racemic-tert-butyl 3-(hydroxymethyl)piperazine-1-carboxylate OC[C@H]1CN(CCN1)C(=O)OC(C)(C)C |r|